ClCC(CN(C(OC(C)(C)C)=O)CC=C)=C tert-butyl N-[2-(chloromethyl)prop-2-en-1-yl]-N-(prop-2-en-1-yl)carbamate